C(N)(SCC)=S.[Ag] silver ethyl dithiocarbamate